NC=1C=C(C=C2C=C(N=NC12)NC(=O)NC(C)C)C=1C=NC=CC1CC 1-[8-amino-6-(4-ethyl-3-pyridyl)cinnolin-3-yl]-3-isopropyl-urea